C(CCC)S(=O)(=O)[O-].[Na+] Sodium butanesulfonate